C(C)(C)(C)OC(=O)N(C=1C=NN(C1C(=O)OCC)C1=CC=C(C=C1)C#N)C(=O)OC(C)(C)C ethyl 4-(bis(tert-butoxycarbonyl)amino)-1-(4-cyanophenyl)-1H-pyrazole-5-carboxylate